4-[5-(aminomethyl)-1,3,4-thiadiazol-2-yl]-3-(5-cyclopropyl-2-methylpyrazol-3-yl)oxybenzonitrile NCC1=NN=C(S1)C1=C(C=C(C#N)C=C1)OC=1N(N=C(C1)C1CC1)C